3-(2-(4-methoxy-3-nitrophenyl)prop-1-en-1-yl)-4-methyl-4H-1,2,4-triazole COC1=C(C=C(C=C1)C(=CC1=NN=CN1C)C)[N+](=O)[O-]